C(#N)N1C[C@H]([C@@H](C1)C(F)(F)F)C(=O)NC=1N=C2N(C=C(C=C2)C=2C(=NOC2C)C)C1 (3S,4S)-1-cyano-N-(6-(3,5-dimethylisoxazol-4-yl)imidazo[1,2-a]pyridin-2-yl)-4-(trifluoromethyl)pyrrolidine-3-carboxamide